[O-2].[Cr+3].[Cu+2] Copper-chromium oxide